N5-(3-Hydroxybutyl)-N3-methyl-1-((S)-1-phenylethyl)-1H-pyrazole-3,5-dicarboxamide OC(CCNC(=O)C1=CC(=NN1[C@@H](C)C1=CC=CC=C1)C(=O)NC)C